7-benzyloxy-2-chloro-4-(4-fluoro-3-methyl-phenyl)-3-tetrahydropyran-4-yl-quinoline C(C1=CC=CC=C1)OC1=CC=C2C(=C(C(=NC2=C1)Cl)C1CCOCC1)C1=CC(=C(C=C1)F)C